N-(2-aminophenyl)-4-(N-((1-benzylpiperidin-4-yl)methyl)sulfamoyl)benzamide NC1=C(C=CC=C1)NC(C1=CC=C(C=C1)S(NCC1CCN(CC1)CC1=CC=CC=C1)(=O)=O)=O